CN(C)C=C1C(N(CC1=O)C(=O)OC(C)(C)C)C tert-butyl 3-((dimethylamino) methylene)-2-methyl-4-oxopyrrolidine-1-carboxylate